IC=1C=C(CNC2=C3N=CN(C3=NC(=N2)OC)C)C=CC1 N6-(3-iodobenzyl)-2-methoxy-9-methyladenine